COC1=CC=C(CNC(C)(CCC=C)C2=NN=NN2C(C)(CC(C)(C)C)C)C=C1 N-(4-methoxybenzyl)-2-(1-(2,4,4-trimethylpentan-2-yl)-1H-tetrazol-5-yl)hex-5-en-2-amine